(1,3-dihydroxypropan-2-yl)-6-(4-morpholinophenyl)-8-(pyridin-3-yl)pyrido[3,4-d]pyrimidin-4(3H)-one OCC(CO)C=1NC(C2=C(N1)C(=NC(=C2)C2=CC=C(C=C2)N2CCOCC2)C=2C=NC=CC2)=O